CC1=C(NC2=CC=C(C=C12)CN)C1CN(CCC1)C (3-methyl-2-(1-methylpiperidin-3-yl)-1H-indol-5-yl)methylamine